N12C3CCCCC3CCCC3CCCC4(C3CCC(CC1)CC2)NCCOC4 azaspiro[morpholine-3,15'-tetracyclo[17.2.2.02,7.011,16]tricosane]